C(CCCCCCC)C=1C(=C(C2=CC=CC=C2C1)NC1=CC=CC=C1)CCCCCCCC di-octyl-phenyl-naphthyl-amine